4-[[4-[2-[1-(6,7-dihydro-5H-pyrrolo[1,2-c]imidazol-1-yl)-2-oxo-2-(thiazol-2-ylamino)ethyl]-7-fluoro-3-oxo-isoindol-5-yl]phenyl]methyl]piperidine-1-carboxylic acid tert-butyl ester C(C)(C)(C)OC(=O)N1CCC(CC1)CC1=CC=C(C=C1)C=1C=C2C(N(CC2=C(C1)F)C(C(NC=1SC=CN1)=O)C1=C2N(C=N1)CCC2)=O